3-(difluoromethoxy)-4-((trimethylsilyl)ethynyl)thiophene-2-carbaldehyde FC(OC1=C(SC=C1C#C[Si](C)(C)C)C=O)F